BrC=1C(=C(C=CC1)C1=C(C=CC=C1)O)F bromo-2-fluoro-2'-hydroxy-[1,1'-biphenyl]